1,2-diethoxy-1,2-dibromoethane C(C)OC(C(Br)OCC)Br